O=C1C(=C(C=NN1)N1C(CCCC1)COC=1C=C(C(=O)O)C=CC1)C(F)(F)F 3-([1-[6-oxo-5-(trifluoromethyl)-1,6-dihydropyridazin-4-yl]piperidin-2-yl]methoxy)benzoic acid